C(C1=C(C=CC=C1)C1=CC(OC2=CC(=CC=C12)COC(F)(F)F)=O)([2H])([2H])[2H] 4-(2-(methyl-d3)phenyl)-7-((trifluoromethoxy)methyl)-2H-chromen-2-one